4,4-dicyanatobiphenyl O(C#N)C1(CC=C(C=C1)C1=CC=CC=C1)OC#N